C(CCCCCCCCCCCC)C=1C(C=CC(C1)=O)=O 2-tridecyl-1,4-benzoquinone